tert-butyl 4-(pyrrolidin-3-yl) piperazine-1-carboxylate CC(C)(C)OC(=O)N1CCN(CC1)C2CCNC2